OC=1C=C(C=CC1)C1=C(SC=2N1C(C=CN2)=O)C2=NC(=NC=C2)NC2=CC=C(C=C2)N2CCN(CC2)C 3-(3-Hydroxy-phenyl)-2-{2-[4-(4-methyl-piperazin-1-yl)-phenylamino]-pyrimidin-4-yl}-thiazolo[3,2-a]pyrimidin-5-one